CC(CN1CC2=NC(=CC=C2C1=O)NCC=1C=NC=CC1)(C)NC(C)=O N-(2-methyl-1-(5-oxo-2-((pyridin-3-ylmethyl)amino)-5,7-dihydro-6H-pyrrolo[3,4-b]pyridin-6-yl)propan-2-yl)acetamide